CS(=O)(=O)C1=NC=CC(=C1)N (methylsulfonyl)pyridin-4-amine